N[C@H](C)C1=C(C=C(C=N1)C#N)F 6-[(1R)-1-aminoethyl]-5-fluoropyridine-3-carbonitrile